NC([C@H](CCC(=O)OCCCC)N1C(C2=CC=C(C=C2C1)C1=NC=CC(=C1)CO)=O)=O Butyl (S)-5-amino-4-(5-(4-(hydroxymethyl)pyridin-2-yl)-1-oxoisoindolin-2-yl)-5-oxopentanoate